1-Methyltryptamine CN1C=C(CCN)C2=CC=CC=C12